CC(CO)CCCCCC 2-methyl-1-octanol